OC1=CC=C2C\C(\C(C2=C1)=O)=C/C1=CC(=C(C(=C1)O)O)O (E)-6-hydroxy-2-(3,4,5-trihydroxybenzylidene)-2,3-dihydro-1H-inden-1-one